C(C)C1=CNC2=NC=C(C=C21)B2OC(C(O2)(C)C)(C)C 3-Ethyl-5-(4,4,5,5-tetramethyl-1,3,2-dioxaborolan-2-yl)-1H-pyrrolo[2,3-b]pyridine